P(=O)(O)(O)NC(N(CC)CC(=O)O)=N 2-(3-phosphono-1-ethyl-guanidino)acetic acid